C12NCC(C1)C2 2-azaBicyclo[2.1.1]Hexane